ClCC(C(=O)NC1=C(C=C(C(=C1)N1C(C=2CCCCC2C1=O)=O)F)Cl)(C)C 3-chloro-N-(2-chloro-5-(1,3-dioxo-1,3,4,5,6,7-hexahydro-2H-isoindol-2-yl)-4-fluorophenyl)-2,2-dimethylpropionamide